CN1C=CN2N=CC(=C21)C(=O)N2CC1(C2)CC(C1)N(C([O-])=O)C1=NOC(=C1)C(C(F)(F)F)(C)C 2-(1-methyl-1H-imidazo[1,2-b]pyrazole-7-carbonyl)-2-azaspiro[3.3]heptan-6-yl(5-(1,1,1-trifluoro-2-methylpropan-2-yl)isoxazol-3-yl)carbamate